ClC1=CC=C(C(=N1)NC=1C=CC(=NC1)NC(OC(C)(C)C)=O)[N+](=O)[O-] tert-butyl (5-((6-chloro-3-nitropyridin-2-yl)amino)pyridin-2-yl)carbamate